S1SCCC1 (R)-1,2-dithiolan